3-(1-oxo-4-phenyl-6-(trifluoromethyl)isoindolin-2-yl)piperidine-2,6-dione O=C1N(CC2=C(C=C(C=C12)C(F)(F)F)C1=CC=CC=C1)C1C(NC(CC1)=O)=O